O[C@@H]1CC[C@H](CC1)C(=O)N(C)OC trans-4-hydroxy-N-methoxy-N-methylcyclohexanecarboxamide